N1(CCNCC1)C=1SC=CN1 PIPERAZINYL-THIAZOLE